[NH4+].C(CCCCCCCCCCCCCCC)(=O)C(C(C(=O)O)(Cl)C)CCC palmitoylpropyldimethylmonochloroacetic acid ammonium